NC=1C(=C(OCCCN2CCN(CC2)C(=O)OC(C)(C)C)C=C(C1)C(N)=O)NCCCCOC1=CC(=CC=2N=C(N(C21)C)NC(=O)C=2N(N=C(C2)C)CC)C(N)=O tert-butyl 4-[3-[3-amino-5-carbamoyl-2-[4-[6-carbamoyl-2-[(2-ethyl-5-methyl-pyrazole-3-carbonyl) amino]-3-methyl-benzimidazol-4-yl]oxybutylamino]phenoxy]propyl]piperazine-1-carboxylate